N[C@@H](CCCNC(N)=N)C(=O)O.SC(C)O mercaptoethanol-arginine